N-(4-iodophenyl)furan-2-carboxamide IC1=CC=C(C=C1)NC(=O)C=1OC=CC1